FC1=CC=C(C=C1)C(N1C(CN(CC1)C1=CC(N(C2=CC=C(N=C12)C#N)C)=O)C(=O)OC1CC1)C1=CC=C(C=C1)F cyclopropyl 1-(bis(4-fluorophenyl)methyl)-4-(6-cyano-1-methyl-2-oxo-1,2-dihydro-1,5-naphthyridin-4-yl)piperazine-2-carboxylate